2-ethoxy-4-fluorobenzo[d][1,3]dioxan C(C)OC1OC(C2=C(O1)C=CC=C2)F